2-(CYCLOBUTYLMETHYL)ACRYLIC ACID C1(CCC1)CC(C(=O)O)=C